C(C)N(C)CC diethyl-Methylamine